Cl.N[C@H](C(=O)OC(C)(C)C)C(C)(C)C t-butyl (2S)-2-amino-3,3-dimethylbutanoate hydrochloride